COC1=C(C=C(C=C1)C(F)(F)F)S(=O)(=O)NC1=NOC2=C1C(=CC=C2)OC 2-methoxy-N-(4-methoxybenzo[d]isoxazol-3-yl)-5-(trifluoromethyl)benzenesulfonamide